ethyl-palladium chloride C(C)[Pd]Cl